C1(CC1)C1=C2C=C(C=NC2=NC(=C1)C1=CC2=CN(N=C2C=C1OCOC)C)N1C[C@H](N([C@H](C1)C)C(=O)OC(C)(C)C)C tert-butyl (2R,6S)-4-{5-cyclopropyl-7-[6-(methoxymethoxy)-2-methylindazol-5-yl]-1,8-naphthyridin-3-yl}-2,6-dimethylpiperazine-1-carboxylate